C(CCCCCCCCCCCCC)O.[Na] Sodium myristyl alcohol